O=C1NC(CCC1N1C(C2=CC=CC(=C2C1=O)C#CCCCCN(C(OC(C)(C)C)=O)C)=O)=O tert-butyl N-[6-[2-(2,6-dioxo-3-piperidyl)-1,3-dioxo-isoindolin-4-yl]hex-5-ynyl]-N-methyl-carbamate